4-methyl-N-[(1s,4s)-4-{[2-(trifluoromethyl)quinolin-4-yl]amino}cyclohexyl]pentanamide CC(CCC(=O)NC1CCC(CC1)NC1=CC(=NC2=CC=CC=C12)C(F)(F)F)C